C(C)(=O)O[C@@H]1[C@H]([C@@H]([Se]C2=CC=CC=C2)O[C@@H]([C@H]1O)COC(C)=O)N=[N+]=[N-] phenyl 3,6-di-O-acetyl-2-azido-2-deoxy-1-seleno-alpha-D-glucopyranoside